(1-(4-(quinolin-6-yl)pyrimidin-2-yl)piperidin-4-yl)methylamine N1=CC=CC2=CC(=CC=C12)C1=NC(=NC=C1)N1CCC(CC1)CN